C(=C)[SiH2]O[Si](C1=CC=CC=C1)(C1=CC=CC=C1)C=C divinyldiphenyldisiloxane